[N+](=O)([O-])C1=C(N)C(=CC(=C1)C(F)(F)F)[N+](=O)[O-] 2,6-dinitro-4-(trifluoromethyl)aniline